[Si](C)(C)(C(C)(C)C)OC[C@@H](CNC1=NC(=NC=C1F)C1=NN(C(=C1)C1=NOC=C1)CC1=C(C=CC=C1)F)O (R)-1-((tert-butyldimethylsilyl)oxy)-3-((5-fluoro-2-(1-(2-fluorobenzyl)-5-(isoxazol-3-yl)-1H-pyrazol-3-yl)pyrimidin-4-yl)amino)propan-2-ol